COC=1C=C(C=C(C1)OC)C#CC=1N=C(N2C1C(=NC=C2)N)C2CN(CC2)C(C#CC)=O 1-((3,5-dimethoxyphenyl)ethynyl)-3-(1-but-2-ynoylpyrrolidin-3-yl)imidazo[1,5-a]pyrazin-8-amine